8'-trifluoromethyl-4'H,6'H-spiro[1,3-dioxolane-2,5'-[1,2,4]triazolo[4,3-a][1]benzazepine] FC(C=1C=CC2=C(CC3(CC=4N2C=NN4)OCCO3)C1)(F)F